1-Acetyl-3,4-dimethylpyrazole C(C)(=O)N1N=C(C(=C1)C)C